(difluoro(2-(((3S,6S,10aS)-5-oxo-3-(3-(pyridin-2-ylmethyl)azetidine-1-carbonyl)decahydropyrrolo[1,2-a]azocin-6-yl)carbamoyl)benzo[b]thiophen-5-yl)methyl)phosphonic acid FC(C1=CC2=C(SC(=C2)C(N[C@H]2CCCC[C@@H]3N(C2=O)[C@@H](CC3)C(=O)N3CC(C3)CC3=NC=CC=C3)=O)C=C1)(F)P(O)(O)=O